ClC1=C(C=C(C=N1)C1=CC=C(C=C1)C1(CC1)C#N)SCC 1-{4-[6-chloro-5-(ethylsulfanyl)pyridin-3-yl]phenyl}cyclopropane-1-carbonitrile